FC(OC1=CC=C(C=C1)S(=O)(=O)N1CCC2(CCC(C2)N2[C@@H]3CO[C@H](C2)C3)CC1)F (1S,4S)-5-(8-((4-(difluoromethoxy)phenyl)sulfonyl)-8-azaspiro[4.5]decan-2-yl)-2-oxa-5-azabicyclo[2.2.1]heptane